N-{(4aR,6R)-5,5-difluoro-2-[4-(furan-2-yl)-1,2-benzoxazol-3-yl]-1-oxooctahydropyrrolo[1,2-c]pyrimidin-6-yl}ethanesulfonamide FC1([C@@H](CN2C(N(CC[C@@H]21)C2=NOC1=C2C(=CC=C1)C=1OC=CC1)=O)NS(=O)(=O)CC)F